bromo-1-methyl-1H-imidazole-2-carbaldehyde BrC=1N=C(N(C1)C)C=O